5-(2-(aminomethyl)-3-(2,3-difluorophenyl)imidazo[1,2-a]pyridin-8-yl)-N-(4-fluorophenyl)-2-(trifluoromethyl)benzamide NCC=1N=C2N(C=CC=C2C=2C=CC(=C(C(=O)NC3=CC=C(C=C3)F)C2)C(F)(F)F)C1C1=C(C(=CC=C1)F)F